C(C)(C)C1=CC=C(C=C1)C1=CN=C(O1)C(=O)O 5-(4-isopropylphenyl)oxazole-2-carboxylic acid